ClC=1C=NNC1 4-chloropyrazole